CN1N=CC(=C1)C=1C=C(C=2N(C1)N=CC2)C#N 6-(1-methyl-1H-pyrazol-4-yl)pyrazolo[1,5-a]pyridine-4-carbonitrile